C1N(CC12CCC2)CC=2NC1=CC(=CC=C1C2)CNC(=O)C=2N=C1N(C(C2)=O)C=CC=C1 N-[[2-(2-azaspiro[3.3]heptan-2-ylmethyl)-1H-indol-6-yl]methyl]-4-oxo-pyrido[1,2-a]pyrimidine-2-carboxamide